tolyltriethyl-ammonium chloride [Cl-].C1(=C(C=CC=C1)[N+](CC)(CC)CC)C